CC(CO)CCCC(C)C 2,6-dimethylheptanol